(4-bromo-3-fluoro-2-(methylthio)phenyl)methanol BrC1=C(C(=C(C=C1)CO)SC)F